N-{[4-(benzenesulfonyl)phenyl]methyl}-3-(pyridin-3-yl)-1,2-oxazole C1(=CC=CC=C1)S(=O)(=O)C1=CC=C(C=C1)CN1OC=CC1C=1C=NC=CC1